N-[1-[5-fluoro-2-[(2-methylpyrazol-3-yl)amino]pyrimidin-4-yl]-3-methyl-indol-5-yl]but-2-ynamide FC=1C(=NC(=NC1)NC=1N(N=CC1)C)N1C=C(C2=CC(=CC=C12)NC(C#CC)=O)C